[7-(2-methoxy-4,6-dimethyl-phenyl)-2-(1-methyl-3,6-dihydro-2H-pyridin-5-yl)-1,8-naphthyridin-4-yl]methanamine COC1=C(C(=CC(=C1)C)C)C1=CC=C2C(=CC(=NC2=N1)C1=CCCN(C1)C)CN